4-Cyano-N-(5-(1-(methylglycyl)piperidin-4-yl)-2',3',4',5'-tetrahydro-[1,1'-biphenyl]-2-yl)-1H-imidazole-2-carboxamide C(#N)C=1N=C(NC1)C(=O)NC1=C(C=C(C=C1)C1CCN(CC1)C(CNC)=O)C=1CCCCC1